NC[C@H](O)C=1C=NN(C1)C1=C(C=C(C#N)C=C1)OC1=NC(=NC(=C1)OCC(F)(F)F)C 4-[4-[(1R)-2-amino-1-hydroxyethyl]pyrazol-1-yl]-3-[2-methyl-6-(2,2,2-trifluoroethoxy)pyrimidin-4-yl]oxybenzonitrile